BrCC(=O)C1=CC2=C(COC2)C=C1 2-bromo-1-(1,3-dihydro-2-benzofuran-5-yl)ethanone